N1N=C(C=C1)C1=CC=2N(C=C1)C=CN2 7-(1H-pyrazol-3-yl)imidazo[1,2-a]pyridine